NC=1C2=C(N=CN1)C=NC(=C2)C2=CC=C(S2)CNC2=NC=CC=1N=CN(C(C12)=O)[C@@H](C)C1=CC=C(C=C1)F 5-({[5-(4-aminopyrido[3,4-d]pyrimidin-6-yl)thiophen-2-yl]methyl}amino)-3-[(1S)-1-(4-fluorophenyl)ethyl]pyrido[4,3-d]pyrimidin-4(3H)-one